ClC1=CC=CC=2N1N=C(C2)[C@@H]2N(CCC1=C2N=CN1)C(=O)C1=C(N=CO1)C (R)-(4-(7-chloropyrazolo[1,5-a]pyridin-2-yl)-6,7-dihydro-1H-imidazo[4,5-c]pyridin-5(4H)-yl)(4-methyloxazol-5-yl)methanone